ClC1=C(C(=CC=C1)Cl)N1C=2N(C3=C(C1=O)C=NC(=N3)NC3=CC(=C(C(=C3)C)N3CCN(CC3)C)OC)CCN2 6-(2,6-Dichlorophenyl)-2-((3-methoxy-5-methyl-4-(4-methylpiperazin-1-yl)phenyl)amino)-8,9-dihydroimidazo[1,2-a]pyrimido[5,4-e]pyrimidin-5(6H)-one